1,1-bis(3-methyl-4-hydroxyphenyl)eicosane CC=1C=C(C=CC1O)C(CCCCCCCCCCCCCCCCCCC)C1=CC(=C(C=C1)O)C